N[C@@H](CN1C(C=2C=C3C(=NC2CC1)N(C(=N3)C=3N(C1=C(C=CC=C1C3)NC(CN3C=NC=C3)=O)CC3CC3)C)=O)CF (S)-N-(2-(7-(2-amino-3-fluoropropyl)-3-methyl-8-oxo-5,6,7,8-tetrahydro-3H-imidazo[4,5-b][1,6]naphthyridin-2-yl)-1-(cyclopropylmethyl)-1H-indol-7-yl)-2-(1H-imidazol-1-yl)acetamide